3-(6-chloro-2-((1-((dimethylamino)methyl)cyclopropyl)methoxy)-8-fluoro-7-(3-hydroxynaphthalen-1-yl)quinazolin-4-yl)-1-methyl-3,8-diazabicyclo[3.2.1]octan-6-ol ClC=1C=C2C(=NC(=NC2=C(C1C1=CC(=CC2=CC=CC=C12)O)F)OCC1(CC1)CN(C)C)N1CC2(CC(C(C1)N2)O)C